(R)-N-(5-chloro-6-(2H-1,2,3-triazol-2-yl)pyridin-3-yl)-2-fluoro-8-methyl-8-(trifluoromethyl)-7,8-dihydro-6H-pyrazolo[1,5-a]pyrrolo[2,3-e]pyrimidine-6-carboxamide ClC=1C=C(C=NC1N1N=CC=N1)NC(=O)N1C[C@](C2=C1C=NC=1N2N=C(C1)F)(C(F)(F)F)C